tert-butyl ((2S,3S)-3-(methylamino)butan-2-yl)carbamate CN[C@H]([C@H](C)NC(OC(C)(C)C)=O)C